(R)-3-amino-4,6-dimethyl-N-(7-(piperazin-1-yl)chroman-3-yl)thieno[2,3-b]pyridine-2-carboxamide NC1=C(SC2=NC(=CC(=C21)C)C)C(=O)N[C@H]2COC1=CC(=CC=C1C2)N2CCNCC2